2-(4-(6-(4-chloro-2-fluorobenzyloxy)pyridin-2-yl)-3-fluorobenzyl)-1-(thiophen-2-ylmethyl)-1H-benzo[d]imidazole-6-carboxylic acid ClC1=CC(=C(COC2=CC=CC(=N2)C2=C(C=C(CC3=NC4=C(N3CC=3SC=CC3)C=C(C=C4)C(=O)O)C=C2)F)C=C1)F